(2S)-2-{[(1S)-1-(2-methoxypyridin-4-yl)ethyl]amino}-5,5-dimethylhexanoic acid COC1=NC=CC(=C1)[C@H](C)N[C@H](C(=O)O)CCC(C)(C)C